C(\C=C\C(=O)O)(=O)O.FC1=C(C=CC=C1)C1=CC(=CN1S(=O)(=O)C1=CC=C(C=C1)F)CNC([2H])([2H])[2H] N-((5-(2-fluorophenyl)-1-((4-fluorophenyl)sulfonyl)-1H-pyrrol-3-yl)methyl)methane-d3-amine fumarate